(2S,4S,5R,6R)-2-(benzylthio)-6-((1R,2R)-3-(2-(4-ethynylphenyl)acetamido)-1,2-dihydroxypropyl)-4-hydroxy-5-(2-hydroxyacetamido)tetrahydro-2H-pyran-2-carboxylic acid C(C1=CC=CC=C1)S[C@]1(O[C@H]([C@@H]([C@H](C1)O)NC(CO)=O)[C@@H]([C@@H](CNC(CC1=CC=C(C=C1)C#C)=O)O)O)C(=O)O